C1=C(C=CC2=CC=CC=C12)S(=O)(=O)N naphthalene-2-sulfonamide